C(C)(C)(C)OC(=O)NC1=C(C(=NC=C1)C)C(=O)OC Methyl 4-[(tert-butoxycarbonyl)amino]-2-methylpyridine-3-carboxylate